2-hydroxybenzenesulfonic acid, potassium salt [K+].OC1=C(C=CC=C1)S(=O)(=O)[O-]